NC1=NC=CC=C1C1=NC=2C(=NC(=CC2)N2CCOCC2)N1C=1C=C2CC[C@@H](C2=CC1)NC(C)=O N-[(1S)-5-[2-(2-aminopyridin-3-yl)-5-(morpholin-4-yl)imidazo[4,5-b]pyridin-3-yl]-2,3-dihydro-1H-inden-1-yl]acetamide